1-(6-(3-(Difluoromethyl)-4-fluorophenyl)-3-methyl-1H-pyrazolo[4,3-b]pyridin-1-yl)butan-2-one FC(C=1C=C(C=CC1F)C=1C=C2C(=NC1)C(=NN2CC(CC)=O)C)F